2-(tert-butyl)-4-(isoindolin-2-ylmethyl)-7-((1-(methylsulfonyl)piperidin-4-yl)methoxy)-2,3-dihydrobenzo[d]isothiazole 1,1-dioxide C(C)(C)(C)N1S(C2=C(C1)C(=CC=C2OCC2CCN(CC2)S(=O)(=O)C)CN2CC1=CC=CC=C1C2)(=O)=O